6-(4-((6-chloro-3-(4,4-dimethyl-4,5-dihydrooxazol-2-yl)pyridazin-4-yl)amino)-3-(1,1-dioxidoisothiazolin-2-yl)phenyl)nicotinonitrile ClC1=CC(=C(N=N1)C=1OCC(N1)(C)C)NC1=C(C=C(C=C1)C1=NC=C(C#N)C=C1)N1S(CCC1)(=O)=O